C(=O)(C=C)C(C(=O)O)CCCCN acryl-6-aminocaproic acid